1-(2-Azabicyclo[2.1.1]hexan-4-yl)ethanone C12NCC(C1)(C2)C(C)=O